CC=1OC2=C(N1)C=CC=C2 methylbenzo[d]oxazol